FC=1C=CC(=NC1)NC(C1=NC(=CC(=C1)C1=CN=CN1C)C)=O N-(5-fluoropyridin-2-yl)-6-methyl-4-(1-methyl-1H-imidazol-5-yl)picolinamide